Cl.COC1=CC=C(C(=N1)CCCN)[N+](=O)[O-] 3-(6-methoxy-3-nitropyridin-2-yl)propan-1-amine hydrochloride